3-(3-chloro-4-fluorophenyl)-1-isopropyl-1-((1-methoxyisoquinolin-4-yl)methyl)urea ClC=1C=C(C=CC1F)NC(N(CC1=CN=C(C2=CC=CC=C12)OC)C(C)C)=O